NC=1C(=C(C(=C(C1)F)F)C(=O)C=1C=C2N=C(C=NC2=CC1)N1CCOCC1)F (3-amino-2,5,6-trifluorophenyl)(3-morpholinylquinoxalin-6-yl)methanone